FC1=C(C(=CC=C1)SC=1C=C(C=CC1)C)C1OCCO1 2-(2-fluoro-6-(m-tolylthio)phenyl)-1,3-dioxolane